((dimethylamino)methyl)pyridin CN(C)CC1=NC=CC=C1